1-(3,4-difluorobenzyl)-4-(3-(2-methylpyridin-4-yl)-1H-indazol-5-yl)pyridin-2(1H)-one FC=1C=C(CN2C(C=C(C=C2)C=2C=C3C(=NNC3=CC2)C2=CC(=NC=C2)C)=O)C=CC1F